tert-butyl 4-[[2-(2,6-dioxopiperidin-3-yl)-1,3-dioxoisoindol-4-yl]amino]piperidine-1-carboxylate O=C1NC(CCC1N1C(C2=CC=CC(=C2C1=O)NC1CCN(CC1)C(=O)OC(C)(C)C)=O)=O